N-(3',6'-dihydroxy-3-oxo-3H-spiro[isobenzofuran-1,9'-xanthen]-5-yl)tetradecanamide OC=1C=CC=2C3(C4=CC=C(C=C4OC2C1)O)OC(C1=CC(=CC=C13)NC(CCCCCCCCCCCCC)=O)=O